3-[(2-methyl-1,3-thiazol-5-yl)methyl]-2,4-dioxo-1H-quinazoline-6-sulfonyl chloride CC=1SC(=CN1)CN1C(NC2=CC=C(C=C2C1=O)S(=O)(=O)Cl)=O